palladium hematoporphyrin [H+].[H+].CC1=C(C2=CC3=C(C(=C([N-]3)C=C4C(=C(C(=N4)C=C5C(=C(C(=N5)C=C1[N-]2)C)C(C)O)C)C(C)O)C)CCC(=O)[O-])CCC(=O)[O-].[109Pd+2]